FC(C1=NN=C(S1)N1N=CC2=C(C=C(C=C12)S(=O)(=O)NC1(CC1)C#N)N1CC2(COC2)CCC1)F 1-[({1-[5-(difluoromethyl)(1,3,4-thiadiazol-2-yl)]-4-(2-oxa-6-azaspiro[3.5]non-6-yl)-1H-indazol-6-yl}sulfonyl)amino]cyclopropanecarbonitrile